CC(=O)N[C@@H]1[C@H]([C@@H]([C@H](O[C@@H]1O[C@H]2[C@@H]([C@H](C(O[C@@H]2C(=O)O)O)O)O)COS(=O)(=O)O)O[C@H]3[C@@H]([C@H]([C@@H]([C@H](O3)C(=O)O)O)O)O)O The molecule is a linear amino trisaccharide that consists of a 6-sulfated N-acetyl-alpha-D-glucosamyl residue flanked by two beta-D-glucuronic acid units connected by (1->4)-linkages. An intermediate glycan involved in the degradation of heparan sulfate. It has a role as a mouse metabolite. It is an amino trisaccharide, a carbohydrate acid derivative and an oligosaccharide sulfate.